[Si](C)(C)(C(C)(C)C)O[C@H]1[C@@H]([C@H]2C\C(\C[C@H]2C1)=C\CCCCO)\C=C\[C@H](C(CC#CC)C)O[Si](C)(C)C(C)(C)C (E)-5-((3aS,4R,5R,6aS)-5-((tert-butyldimethylsilyl)oxy)-4-((3S,E)-3-((tert-butyldimethylsilyl)oxy)-4-methyloct-1-en-6-yn-1-yl)hexahydropentalen-2(1H)-ylidene)pentan-1-ol